3,5,5-trimethyl-2-cyclohexen-1-one CC1=CC(CC(C1)(C)C)=O